C(C)C(CN1C(=C(C(C2=C(C=C(C=C12)OC1OCCCC1)OC1OCCCC1)=O)OC1OCCCC1)C1=CC(=C(C=C1)OC1OCCCC1)OC1OCCCC1)CCCC N-(2-ethylhexyl)-2-(3,4-di-tetrahydropyranyloxy-phenyl)-3,5,7-tri-tetrahydropyranyloxy-quinolin-4-one